NC=1SC2=C(C1C(=O)OC(C)C)CCC1(OCCO1)C2 Isopropyl 2-amino-4,7-dihydro-5H-spiro[1-benzothiophene-6,2'-[1,3]dioxolane]-3-carboxylate